(4-{4-amino-7-[1-(methylsulfonyl)piperidin-4-yl]pyrrolo[2,1-f][1,2,4]triazin-5-yl}-3-fluorophenyl)-1-(4-fluorophenyl)-2-oxo-1,2-dihydropyridine-3-carboxamide NC1=NC=NN2C1=C(C=C2C2CCN(CC2)S(=O)(=O)C)C2=C(C=C(C=C2)C2=C(C(N(C=C2)C2=CC=C(C=C2)F)=O)C(=O)N)F